N-(5-Cyano-6-(2H-1,2,3-triazol-2-yl)pyridin-3-yl)-1-(2-fluorochinolin-5-yl)-5-(trifluoromethyl)-1H-pyrazol-4-carboxamid C(#N)C=1C=C(C=NC1N1N=CC=N1)NC(=O)C=1C=NN(C1C(F)(F)F)C1=C2C=CC(=NC2=CC=C1)F